C(C)(=O)C=1C=CC(=NC1)C(C#N)(C)C 2-(5-Acetylpyridin-2-yl)-2-methylpropanenitrile